ClC1=NC=CC2=C1C(=CN2)C(F)(F)F 4-chloro-3-(trifluoromethyl)-1H-pyrrolo[3,2-c]pyridine